CC1=CC=C(C=C1)S(=O)(=O)OC1=CC=C(C=C1)S(=O)(=O)ON=C1C=CCS1 5-(4-(4-methylphenylsulfonyloxy)phenylsulfonyloxyimino)-5H-thiophene